C(C)OC(=O)C1=CC(=C(O1)C)CC ethyl-2-methyl-5-furoic acid ethyl ester